ClC=1C=CC2=C(C3(N(CC(N2)=O)CC(O3)C)C3=CC=CC=C3)C1 10-chloro-2,3,7,11b-tetrahydro-2-methyl-11b-phenyloxazolo[3,2-d][1,4]benzodiazepin-6(5H)-one